N-(6-[4-[(Dimethylamino)Methyl]-3,5-Dimethoxyphenyl]-3-Methyl-[1,2,4]Triazolo[4,3-a]Pyridin-8-Yl)Acetamide CN(C)CC1=C(C=C(C=C1OC)C=1C=C(C=2N(C1)C(=NN2)C)NC(C)=O)OC